C(C(=C)C)(=O)OCC(CCCCCCCCCCCCCCCCCC)CCCCCCCCCCCCCCCC 2-n-hexadecylicosyl methacrylate